1-(2,6-difluorophenyl)-N-[2,3,6-trifluoro-4-[[3-[2-[[(3S,5S)-5-fluoro-3-piperidyl]amino]pyrimidin-4-yl]-2-pyridyl]oxy]phenyl]methanesulfonamide FC1=C(C(=CC=C1)F)CS(=O)(=O)NC1=C(C(=C(C=C1F)OC1=NC=CC=C1C1=NC(=NC=C1)N[C@@H]1CNC[C@H](C1)F)F)F